ClC=1C(=C(C=CC1)CC(=O)N[C@H]1C(CCC[C@@H]1OC1CCN(CC1)C(C)C)(F)F)C1CC1 2-(3-chloro-2-cyclopropylphenyl)-N-[(1R,6S)-2,2-difluoro-6-[(1-isopropylpiperidin-4-yl)oxy]cyclohexyl]acetamide